P(O)(O)(O)=O.C1(CCCC1)[C@@H](CC#N)N1N=CC(=C1)C=1C2=C(N=CN1)NC=C2 (R)-3-cyclopentyl-3-[4-(7H-pyrrolo[2,3-d]pyrimidin-4-yl)-1H-pyrazol-1-yl]propanenitrile phosphoric acid salt